CC(C(=O)[O-])(C)C=1N=NC(=CC1)OC(F)(F)F.[Na+] sodium 2-methyl-2-(6-(trifluoromethoxy) pyridazin-3-yl)propanoate